F[P-](F)(F)(F)(F)F.C(C)(=O)OC1=CC=C(C=C1)[S+](C)CC1=CC=CC=C1 4-acetoxyphenylbenzylmethylsulfonium hexafluorophosphate